C(C)NC(CC[C@H](N)C(=O)O)=O N5-Ethylglutamine